C(C1=CC=CC=C1)NC(C)(C)C N-benzyl-tertiary butyl-amine